tert-butyl (S)-(1-(3-(4-chloro-3-(N-(4-methoxybenzyl)methylsulfonamido)-1-methyl-1H-indazol-7-yl)-7-methoxy-4-oxo-3,4-dihydroquinazolin-2-yl)-2-(3,5-difluorophenyl)ethyl)carbamate ClC1=C2C(=NN(C2=C(C=C1)N1C(=NC2=CC(=CC=C2C1=O)OC)[C@H](CC1=CC(=CC(=C1)F)F)NC(OC(C)(C)C)=O)C)N(S(=O)(=O)C)CC1=CC=C(C=C1)OC